3-[(2S)-4-(5-{[4-(4-chlorothien-2-yl)-5-{[(2R)-2-methylpyrrolidin-1-yl]methyl}-1,3-thiazol-2-yl]carbamoyl}pyrazin-2-yl)-2-methylpiperazin-1-yl]propanoic acid ClC=1C=C(SC1)C=1N=C(SC1CN1[C@@H](CCC1)C)NC(=O)C=1N=CC(=NC1)N1C[C@@H](N(CC1)CCC(=O)O)C